CC1=CC=C(CN2C(CCC2)=O)C=C1 (4-methylbenzyl)pyrrolidin-2-one